O1CCOC12CCC(CC2)C2=NC(=NC=C2)N 4-(1,4-dioxaspiro[4.5]decan-8-yl)pyrimidin-2-amine